(S)-N-(8,9-difluoro-6-oxo-1,4,5,6-tetrahydro-2H-pyrano[3,4-c]isoquinolin-1-yl)-N-methyl-5-(trifluoromethyl)-1H-pyrrolo[2,3-c]pyridine-2-carboxamide FC=1C(=CC=2C3=C(NC(C2C1)=O)COC[C@H]3N(C(=O)C3=CC=1C(=CN=C(C1)C(F)(F)F)N3)C)F